C1(CCC1)C=1C(=NN(C1NC(C(C(F)(F)F)(C)O)=O)C)C1CC(C1)(F)F N-(4-cyclobutyl-3-(3,3-difluorocyclobutyl)-1-methyl-1H-pyrazol-5-yl)-3,3,3-trifluoro-2-hydroxy-2-methylpropanamide